C(C)ON([C@@H](C(C)C)C(=O)N[C@@H](CCCNC(=O)N)C(=O)O)OCC diethoxy-L-valyl-L-citrulline